3,3-dimethoxybiphenylene COC1(CC=C2C3=CC=CC=C3C2=C1)OC